C(C=C)(=O)N[C@@H]1[C@@H](CCC1)NC(=O)C=1SC=2N=CC=C3N(C(NC1C23)=O)C=2C=NC(=CC2C)CC(C)C N-((1R,2S)-2-Acrylamidocyclopentyl)-5-(S)-(6-isobutyl-4-methylpyridin-3-yl)-4-oxo-4,5-dihydro-3H-1-thia-3,5,8-triazaacenaphthylene-2-carboxamide